COC1=NC=2CCN(CC2C=C1N)C 2-methoxy-6-methyl-7,8-dihydro-5H-1,6-naphthyridin-3-amine